CC(C(C(=O)N1[C@@H](CCCC1)C(=O)O[C@H](CCC1=CC(=C(C=C1)OC)OC)C1=CC(=CC=C1)OCCNC(=O)OC(C)(C)C)=O)(CC)C [(1R)-1-[3-[2-(tert-butoxycarbonylamino)ethoxy]phenyl]-3-(3,4-dimethoxyphenyl)propyl] (2S)-1-(3,3-dimethyl-2-oxo-pentanoyl)piperidine-2-carboxylate